Cl.Cl.FC1=CC=C2CC3(CCNCC3)[C@@H](C2=C1)N (S)-6-fluoro-1,3-dihydro-spiro[indene-2,4'-piperidin]-1-amine dihydrochloride